1-((2-[(tert-butyldimethylsilyl)oxy]ethylamino)but-3-en-1-yl)pyridin-2-amine [Si](C)(C)(C(C)(C)C)OCCNC=CCCN1C(C=CC=C1)N